BrC1=CC=C(OCC2CN(C2)C(C)=O)C=C1 (3-((4-bromophenoxy)methyl)azetidin-1-yl)ethan-1-one